4-CYANO-2-FLUOROPHENYLBORONIC ACID C(#N)C1=CC(=C(C=C1)B(O)O)F